3-(2-methoxy-6-methyl-4-(trifluoromethyl)phenyl)pyrido[3,2-e][1,2,4]-triazine COC1=C(C(=CC(=C1)C(F)(F)F)C)C=1N=NC2=C(N1)C=CC=N2